C(#N)C=1C=C2CC3(CCN(CC3)C(=O)OC(C)(C)C)C(C2=CC1)=O tert-butyl 5-cyano-1-oxo-1,3-dihydrospiro[indene-2,4'-piperidine]-1'-carboxylate